2-(3,5-dichlorophenyl)-2-methyl-4-trimethylsiloxy-5-amino-3(2H)-furanone ClC=1C=C(C=C(C1)Cl)C1(OC(=C(C1=O)O[Si](C)(C)C)N)C